racemic-5-methyltetrahydrofolate CN1C=2C(NC(=NC2NC[C@H]1CNC1=CC=C(C(N[C@@H](CCC(=O)[O-])C(=O)O)=O)C=C1)N)=O |&1:10|